dibromoketone BrC(=O)Br